B(OOCC(F)(F)F)(OOCC(F)(F)F)[O-].[Mg+2].FC(COOB(OOCC(F)(F)F)[O-])(F)F magnesium bis(trifluoroethoxy) borate